3-((4-(2-methoxyphenyl)piperazin-1-yl)methyl)-6,7-dimethoxyisochroman-4-one COC1=C(C=CC=C1)N1CCN(CC1)CC1OCC2=CC(=C(C=C2C1=O)OC)OC